NC1=NC=2C=CC(=CC2C2=C1C(OC2)C)C(=O)N(CC2=NC=C(C=C2)C(F)(F)F)C2[C@H]1COC[C@@H]21 4-amino-N-((1R,5S,6r)-3-oxabicyclo[3.1.0]hexan-6-yl)-3-methyl-N-((5-(trifluoromethyl)pyridin-2-yl)methyl)-1,3-dihydrofuro[3,4-c]quinoline-8-carboxamide